ClC=1C=C2C(=NC(=NC2=C(C1C1=CC=CC2=C1N=C(S2)N)F)N2CCN1CCC2C1)N1CCNCC1 4-[6-chloro-8-fluoro-4-piperazin-1-yl-2-[1,4-diazabicyclo[3.2.1]oct-4-yl]quinazolin-7-yl]-1,3-benzothiazol-2-amine